5-(((2S)-1-((4-(4-(5-cyclopropylpyrimidin-2-yl)piperazin-1-yl)-4-oxobutan-2-yl)oxy)Prop-2-yl)amino)-2-(4-methoxybenzyl)-4-(trifluoromethyl)pyridazin-3(2H)-one C1(CC1)C=1C=NC(=NC1)N1CCN(CC1)C(CC(C)OC[C@H](C)NC1=C(C(N(N=C1)CC1=CC=C(C=C1)OC)=O)C(F)(F)F)=O